C[Si](CCOCOC1=C(C(=C(C(=C1F)C)B1OC(C(O1)(C)C)(C)C)F)F)(C)C trimethyl-[2-[[2,3,6-trifluoro-5-methyl-4-(4,4,5,5-tetramethyl-1,3,2-dioxaborolan-2-yl)phenoxy]methoxy]ethyl]silane